BrC1=C(C(=CC=C1)F)C1OCCO1 2-(2-bromo-6-fluorophenyl)-1,3-dioxolane